C[Hf]OC methyl(methoxy)hafnium